(3S)-3-(5-chloro-2-methoxypyridin-3-yl)-3-methyl-6-(trifluoromethyl)-1H-pyrrolo[3,2-c]pyridin ClC=1C=C(C(=NC1)OC)[C@]1(CNC2=C1C=NC(=C2)C(F)(F)F)C